N5-((1R,5S,6r)-3-Oxabicyclo[3.1.0]hexan-6-yl)-N3-methyl-1-((R)-1-phenylethyl)-1H-pyrazole-3,5-dicarboxamide [C@H]12COC[C@@H]2C1NC(=O)C1=CC(=NN1[C@H](C)C1=CC=CC=C1)C(=O)NC